1-cyano-N-(4,6-diamino-2-(5-fluoro-1-(2-fluorobenzyl)-1H-pyrazolo[3,4-b]pyridin-3-yl)pyrimidin-5-yl)cyclopropane-1-carboxamide tert-butyl-(2-oxa-6-azaspiro[3.4]octan-8-yl)carbamate C(C)(C)(C)N(C(O)=O)C1CNCC12COC2.C(#N)C2(CC2)C(=O)NC=2C(=NC(=NC2N)C2=NN(C1=NC=C(C=C12)F)CC1=C(C=CC=C1)F)N